3-c-Prenyl-2',4'-dihydroxychalcone CC(=CCC1=CC(=CC=C1)C=CC(=O)C2=C(C=C(C=C2)O)O)C